9-Ethyl-8-(4-fluoro-[1,4']bipiperidinyl-1'-yl)-6,6-dimethyl-11-oxo-6,11-dihydro-5H-benzo[b]carbazole-3-carbonitrile C(C)C1=CC2=C(C(C=3NC4=CC(=CC=C4C3C2=O)C#N)(C)C)C=C1N1CCC(CC1)N1CCC(CC1)F